(6-methylimidazo[1,2-a]pyridin-3-yl)methanone CC=1C=CC=2N(C1)C(=CN2)C=O